C(C)(=O)O[C@@H]1CC2=CC[C@H]3[C@@H]4CC[C@H]([C@@H](CCCC(C=O)C)C)[C@]4(CC[C@@H]3[C@]2(CC1)C)C oxocholesterol acetate